NC=1N=NC(=CN1)C#CC=1C(=C(C=CC1F)NS(=O)(=O)C=1C(=NC=C(C1)Cl)OC)F N-(3-((3-amino-1,2,4-triazin-6-yl)ethynyl)-2,4-difluorophenyl)-5-chloro-2-methoxypyridine-3-sulfonamide